(7-{[2-(4-chlorophenyl)imidazo[1,2-a]pyrimidin-3-yl]methyl}-3-oxo-7,9-diazabicyclo[3.3.1]non-9-yl)(3-fluoro-6-methoxypyridin-2-yl)methanone ClC1=CC=C(C=C1)C=1N=C2N(C=CC=N2)C1CN1CC2CC(CC(C1)N2C(=O)C2=NC(=CC=C2F)OC)=O